N,N-bis(pyridin-2-ylmethyl)aniline tert-butyl-5-hydroxypentylcarbamate C(C)(C)(C)N(C(O)=O)CCCCCO.N1=C(C=CC=C1)CN(C1=CC=CC=C1)CC1=NC=CC=C1